COC1=C(C=CC(=C1)C(=O)N1CCN(CC1)C(C1=C(N=CC=C1)C(F)(F)F)=O)NS(=O)(=O)C=1C=CC=C2C=CC=NC12 N-(2-Methoxy-4-(4-(2-(trifluoromethyl)nicotinoyl)piperazine-1-carbonyl)phenyl)quinoline-8-sulfonamide